O=C1NC(CCC1N1C(C2=CC=CC(=C2C1=O)SCCCCCCCNC1CC2(C1)CCC2)=O)=O 2-(2,6-dioxopiperidin-3-yl)-4-((7-(spiro[3.3]heptan-2-ylamino)heptyl)thio)isoindoline-1,3-dione